[N+](=O)([O-])C=1SC(=CC1C1=CC=CC=C1)[N+](=O)[O-] 2,5-dinitro-3-phenylthiophene